2-(1-cyclopropylpyrazol-4-yl)-1,1-dioxo-thiazinan-4-ol C1(CC1)N1N=CC(=C1)N1S(CCC(C1)O)(=O)=O